6-((R)-3-(2,3-difluorophenyl)isoxazolidin-2-yl)-N-(4-((S)-2-methylisoxazolidin-3-yl)phenyl)pyrimidin-4-amine FC1=C(C=CC=C1F)[C@@H]1N(OCC1)C1=CC(=NC=N1)NC1=CC=C(C=C1)[C@H]1N(OCC1)C